(4-Phenyl-1H-imidazol-5-yl)methanol C1(=CC=CC=C1)C=1N=CNC1CO